1-Ethyl-N-((1S)-((1R,4S)-4-methylcyclohexyl)(6-(((5R)-2-oxo-5-(trifluoromethyl)piperidin-3-yl)methyl)imidazo[1,2-b]pyridazin-2-yl)methyl)-1H-pyrazole-5-carboxamide C(C)N1N=CC=C1C(=O)N[C@H](C=1N=C2N(N=C(C=C2)CC2C(NC[C@@H](C2)C(F)(F)F)=O)C1)C1CCC(CC1)C